3-((3-(trifluoromethoxy)pyridin-2-yl)oxy)propanamide FC(OC=1C(=NC=CC1)OCCC(=O)N)(F)F